(E)-1,1,1-trifluoro-N-(1-(6-methyl-4,8-dioxo-1,3,6,2-dioxazaborocan-2-yl)hept-2-en-1-yl)methanesulfonamide FC(S(=O)(=O)NC(\C=C\CCCC)B1OC(CN(CC(O1)=O)C)=O)(F)F